N-(adamantan-1-yl)-4-(2-amino-5-fluoropyridin-3-yl)-1H-pyrrole-2-carboxamide C12(CC3CC(CC(C1)C3)C2)NC(=O)C=2NC=C(C2)C=2C(=NC=C(C2)F)N